1,6-diethyl-2,5-diaminonaphthalene C(C)C1=C(C=CC2=C(C(=CC=C12)CC)N)N